1-(3-(3-ethyl-1H-pyrrolo[2,3-b]pyridin-5-yl)-4-(hydroxymethyl)phenyl)piperazin-2-one C(C)C1=CNC2=NC=C(C=C21)C=2C=C(C=CC2CO)N2C(CNCC2)=O